C(C)OC1=CC=C(C=C1)C=1SC=C(N1)C(=O)OCC1=CC=C(C=C1)OC(C)=O 4-Acetoxybenzyl 2-(4-ethoxyphenyl)thiazole-4-carboxylate